aluminum-tungsten (VI) oxide hydrate O.[W](=O)(=O)=O.[Al]